tert-butyl 4-hydroxy-4-((5-(3-(5-(methoxymethyl)-2-(trifluoromethyl)benzyl)ureido)-1-phenyl-1H-pyrazole-3-carboxamido)methyl)piperidine-1-carboxylate OC1(CCN(CC1)C(=O)OC(C)(C)C)CNC(=O)C1=NN(C(=C1)NC(=O)NCC1=C(C=CC(=C1)COC)C(F)(F)F)C1=CC=CC=C1